BrC=1C=C(C=CC1)[C@@H](C)NC1=NC(=NC2=CC(=C(C=C12)OC)OCC(=O)N1CCN(CC1)CCCCN1CCCCC1)C (R)-2-((4-((1-(3-Bromophenyl)ethyl)amino)-6-methoxy-2-methylquinazolin-7-yl)oxy)-1-(4-(4-(piperidin-1-yl)butyl)piperazin-1-yl)ethan-1-one